2-amino-N-(1-(6-((2-amino-2-oxo-1-phenylethyl)thio)-3,5-dicyano-4-cyclopropylpyridin-2-yl)piperidin-4-yl)-2-methylpropanamide, hydrochloride salt Cl.NC(C(=O)NC1CCN(CC1)C1=NC(=C(C(=C1C#N)C1CC1)C#N)SC(C(=O)N)C1=CC=CC=C1)(C)C